4,4,4-trifluoro-1-(3-(trifluoromethyl)-1-oxa-2,8-diazaspiro[4.5]dec-2-en-8-yl)butan-1-one FC(CCC(=O)N1CCC2(CC(=NO2)C(F)(F)F)CC1)(F)F